FC1CC(N(C1)C(CN1CCNCC1)=O)C(=O)NC(C1=CC=C(C=C1)C(C)C)C1=CC=CC=C1 4-fluoro-N-{phenyl[4-(propan-2-yl)phenyl]methyl}-1-[2-(piperazin-1-yl)acetyl]pyrrolidine-2-carboxamide